C(C)(C)(C)SSC(C)(C)C di-tert-butyl disulfide